C(C1=CC=CC=C1)OC(=O)N[C@@H](CCCCNC(CCCCC(=O)NCCO[C@H]1[C@@H](O)[C@H](O)[C@H](O)[C@@H](O1)C)=O)C(=O)ON1C(CCC1=O)=O 2,5-Dioxopyrrolidin-1-yl N2-[(benzyloxy)carbonyl]-N6-[6-({2-[(α-L-fucopyranosyl)oxy] ethyl}amino)-6-oxohexanoyl]-L-lysinate